FC=1C=C2C(=NC1)CN(C2)C(=O)NC2=CC=C(C=C2)C=2CCN(CC2)C(C(C)(C)NC(=O)C21CCC(CC2)(CC1)O)=O 3-fluoro-N-(4-(1-(2-(4-hydroxybicyclo[2.2.2]octane-1-carboxamido)-2-methylpropanoyl)-1,2,3,6-tetrahydropyridin-4-yl)phenyl)-5,7-dihydro-6H-pyrrolo[3,4-b]pyridine-6-carboxamide